ClC1=CC2=C(C=N1)C=C(N2)C(=O)N(C)C2COCC=1NC(C=3C=C(C(=CC3C12)F)F)=O 6-chloro-N-(8,9-difluoro-6-oxo-1,4,5,6-tetrahydro-2H-pyrano[3,4-c]isoquinolin-1-yl)-N-methyl-1H-pyrrolo[3,2-c]pyridine-2-carboxamide